(2-azido-3-(4-bromophenoxy)propoxy)(tert-butyl)diphenylsilane N(=[N+]=[N-])C(CO[Si](C1=CC=CC=C1)(C1=CC=CC=C1)C(C)(C)C)COC1=CC=C(C=C1)Br